N1N=CC(=C1)C1=CC=C(C=C1)N1C(N(C2(C1)CCOCC2)CC=2C=C(C(=O)N(C)C)C=CC2)=O 3-((3-(4-(1H-pyrazol-4-yl)phenyl)-2-oxo-8-oxa-1,3-diazaspiro[4.5]decan-1-yl)methyl)-N,N-dimethylbenzamide